COC(CC(C(C)([N+](=O)[O-])C)C)=O 3,4-dimethyl-4-nitrovaleric acid methyl ester